FC(CCS(=O)(=O)NC1=CC=C(C=C1)N1N=CC(=C1)C(=O)N)(F)F 4-((3,3,3-trifluoropropyl)sulfonamido)phenyl-1H-pyrazole-4-carboxamide